bisphenol sulfate monohydrate O.S(=O)(=O)(O)O.C1(=CC=CC=C1)O.C1(=CC=CC=C1)O